CC1NCCC(C1)C1=C(C#N)C=CC=C1 (2-methylpiperidin-4-yl)benzonitrile